NC(C(=O)NC(C(=O)O)CC(C)C)C(C)C 2-(2-amino-3-methylbutyramido)-4-methylpentanoic acid